Benzyl ((S)-(4,4-difluorocyclohexyl)(5-((R)-1-((R)-4-(difluoromethyl)-2-oxoimidazolidin-1-yl)-2-methoxyethyl)benzo[d]oxazol-2-yl)methyl)carbamate FC1(CCC(CC1)[C@@H](C=1OC2=C(N1)C=C(C=C2)[C@H](COC)N2C(N[C@H](C2)C(F)F)=O)NC(OCC2=CC=CC=C2)=O)F